OC1CS(OC1)(=O)=O 4-hydroxy-1,2-oxathiolane-2,2-Dioxide